(S)-4-(3-((tert-Butoxycarbonyl)amino)-3-methylpyrrolidin-1-yl)-5-chloro-6-cyanonicotinic acid ethyl ester C(C)OC(C1=CN=C(C(=C1N1C[C@@](CC1)(C)NC(=O)OC(C)(C)C)Cl)C#N)=O